(2S,4R)-N-[(S)-(4-cyclopropyl-3-fluorophenyl)(phenyl)methyl]-4-fluoro-1-[2-(1H-pyrazol-1-yl)acetyl]pyrrolidine-2-carboxamide C1(CC1)C1=C(C=C(C=C1)[C@@H](NC(=O)[C@H]1N(C[C@@H](C1)F)C(CN1N=CC=C1)=O)C1=CC=CC=C1)F